C(C)(C)(C)C=1C=C(C=C(C1O)C(C)(C)C)C(C(=O)OCC(COC(C(C)C1=CC(=C(C(=C1)C(C)(C)C)O)C(C)(C)C)=O)(COC(C(C)C1=CC(=C(C(=C1)C(C)(C)C)O)C(C)(C)C)=O)COC(C(C)C1=CC(=C(C(=C1)C(C)(C)C)O)C(C)(C)C)=O)C pentaerythritol tetrakis[(3,5-di-t-butyl-4-hydroxyphenyl) propionate]